COS(=O)(=O)[O-].NCC[N+]1=CNC=C1 3-aminoethylimidazolium methylsulfate